FC=1C=C(C(=CC1)C1=CC=C(C=C1)F)C(=O)O 4,4'-Difluoro-[1,1'-biphenyl]-2-carboxylic acid